CC1=NC=CC(=C1)C=O 2-methyl-4-pyridinecarbaldehyde